(2,2-dicyanovinyl)-4-vinyl-1,3-dioxolane C(#N)C(=CC1OCC(O1)C=C)C#N